tert-butyl ((4-iodo-6-oxo-1,6-dihydropyridin-3-yl)methyl)(methyl)carbamate IC=1C(=CNC(C1)=O)CN(C(OC(C)(C)C)=O)C